3-chloro-5-((4-chlorophenylimino)meth-yl)phenyl 4-methylbenzoate CC1=CC=C(C(=O)OC2=CC(=CC(=C2)C=NC2=CC=C(C=C2)Cl)Cl)C=C1